FC(C1(CC1)C1=CC=C(C=N1)CC(=O)O)F (6-(1-(difluoromethyl)cyclopropyl)pyridin-3-yl)acetic acid